N-[5-[2-prop-1-ynyl-5-[(3S)-pyrrolidin-3-yl]oxy-4-pyridyl]pyrazolo[1,5-a]pyridin-2-yl]cyclopropanecarboxamide C(#CC)C1=NC=C(C(=C1)C1=CC=2N(C=C1)N=C(C2)NC(=O)C2CC2)O[C@@H]2CNCC2